(2-(methylthio)propionyl)piperazine-1,3-dicarboxylic acid 1-(tert-butyl) 3-(2-oxo-2-(p-tolyl) ethyl) ester O=C(COC(=O)C1C(N(CCN1)C(=O)OC(C)(C)C)C(C(C)SC)=O)C1=CC=C(C=C1)C